1-(4-methylbenzyl)-1H-imidazole CC1=CC=C(CN2C=NC=C2)C=C1